3-methyl-1,4,5-triphenyl-1H-pyrazole CC1=NN(C(=C1C1=CC=CC=C1)C1=CC=CC=C1)C1=CC=CC=C1